FC1=CC=C(C(=O)NC2CCC(CC2)NC2=NC(=NC3=CC=CC=C23)C(F)F)C=C1 4-fluoro-N-[(1s,4s)-4-{[2-(difluoromethyl)quinazolin-4-yl]amino}cyclohexyl]benzamide